O=C(C(=O)O)CC 2-ketobutanoic acid